CC1=C(C(CC1)=O)C(C)CCC=CCC 3-methyl-2-(oct-5-en-2-yl)cyclopent-2-en-1-one